CS(=O)(=O)N1CCC(CC1)NC=1N=CC2=C(N1)C(=NC=C2)N2C[C@H]1[C@@H](C2)C2=C(S1(=O)=O)C=CC=C2 (3aR,8bR)-2-(2-((1-(methylsulfonyl)piperidin-4-yl)amino)pyrido[3,4-d]pyrimidin-8-yl)-2,3,3a,8b-tetrahydro-1H-benzo[4,5]thieno[2,3-c]pyrrole 4,4-dioxide